3-(3-((S)-1-(((R)-((R)-8-cyano-1,2,3,4-tetrahydroquinoxalin-2-yl)(phenyl)methyl)amino)propan-2-yl)phenyl)oxetane-3-carboxylic acid C(#N)C=1C=CC=C2NC[C@@H](NC12)[C@@H](C1=CC=CC=C1)NC[C@@H](C)C=1C=C(C=CC1)C1(COC1)C(=O)O